1,1'-(3,3'-dipropyl[1,1'-biphenyl]-4,4'-diyl)bis{7-amino-4-hydroxy-3-[(E)-diazenyl]naphthalene-2-sulfonic acid} C(CC)C=1C=C(C=CC1C1=C(C(=C(C2=CC=C(C=C12)N)O)\N=N\[H])S(=O)(=O)O)C1=CC(=C(C=C1)C1=C(C(=C(C2=CC=C(C=C12)N)O)\N=N\[H])S(=O)(=O)O)CCC